4-({[(tert-butoxy)carbonyl]amino}methyl)-2-(1-hydroxyethyl)benzoic acid C(C)(C)(C)OC(=O)NCC1=CC(=C(C(=O)O)C=C1)C(C)O